C(\C=C/C(=O)[O-])(=O)OCCCCCCCCCCCCCC monomyristyl maleate